C[C@@H]([C@H]([C@H](C(=O)COP(=O)(O)O)O)O)O The molecule is the 1-O-phospho derivative of L-fuculose. It derives from a L-fuculose. It is a conjugate acid of a L-fuculose 1-phosphate(2-).